2-Phenyl-1,2,3,4-tetrahydroisoquinoline C1(=CC=CC=C1)N1CC2=CC=CC=C2CC1